1-[5-(trifluoromethyl)-3-pyridyl]ethanamine FC(C=1C=C(C=NC1)C(C)N)(F)F